C(C)(C)(C)OC(=O)N[C@H](C(=O)NC1=CC=C(C(=O)NC2=C(C=CC=C2)NC(OC(C)(C)C)=O)C=C1)CCCCCCCCCC Tert-butyl (2-(4-(l-2-((tert-butoxycarbonyl)amino)dodecanamido)benzamido)phenyl)carbamate